benzyl (2s,5r)-2,5-dimethylpiperazine-1-carboxylate C[C@@H]1N(C[C@H](NC1)C)C(=O)OCC1=CC=CC=C1